10-azatricyclo[6.3.1.02,7]dodeca-2(7),3,5-triene C12C=3C=CC=CC3C(CNC1)C2